2-(1-((2-(2,6-dioxopiperidin-3-yl)-1,3-dioxoisoindolin-5-yl)methyl)piperidin-4-yl)-1H-benzo[de]isoquinoline-1,3(2H)-dione O=C1NC(CCC1N1C(C2=CC=C(C=C2C1=O)CN1CCC(CC1)N1C(C2=CC=CC=3C2=C(C1=O)C=CC3)=O)=O)=O